tert-butyl N-[(5-bromo-2-pyridinyl) methyl]-N-methyl-carbamate BrC=1C=CC(=NC1)CN(C(OC(C)(C)C)=O)C